ClC=1C=C(CCNC[C@@H](COC2=CC=C(C=C2)N(S(=O)(=O)C)C)O)C=CC1 (S)-N-(4-(3-((3-chlorophenethyl)amino)-2-hydroxypropoxy)phenyl)-N-methylmethanesulfonamide